N1=C(C=NC2=CC=CC=C12)/C=C/C1=CC=C(OCCNC(C=C)=O)C=C1 (E)-N-(2-(4-(2-(quinoxalin-2-yl)vinyl)phenoxy)ethyl)acrylamide